ClC=1C=NC(=NC1)N[C@H]1CN(CC1)C(=O)C1=CC=C(C=C1)NC(C#C)=O (R)-N-(4-(3-((5-chloropyrimidin-2-yl)amino)pyrrolidine-1-carbonyl)phenyl)propiolamide